N[C@@H]1[C@@H](OCC12CCN(CC2)C2=CC(N(C(=N2)C)C2=C(C(=CC=C2)Cl)Cl)=O)C 6-((3S,4S)-4-amino-3-methyl-2-oxa-8-azaspiro[4.5]dec-8-yl)-3-(Ra)-(2,3-dichlorophenyl)-2-methylpyrimidin-4(3H)-one